S(=O)(=O)(ON1[C@@H]2CC[C@H](N(C1=O)C2)C(NC(=O)C2=NC=C(C=N2)F)=N)O (2S,5R)-2-(N-(5-fluoropyrimidine-2-carbonyl) carbamimidoyl)-7-oxo-1,6-diazabicyclo[3.2.1]octan-6-yl hydrogen sulfate